pyrazole-3-sulfonyl chloride N1N=C(C=C1)S(=O)(=O)Cl